N(=[N+]=[N-])C1=CC=C(C(=O)NCCNC(C2=CC=C(C=C2)N=[N+]=[N-])=O)C=C1 bis(p-azidobenzoyl)-ethylenediamine